2-((6'-chloro-3,4'-difluoro-[2,3'-bipyridin]-5-yl)methyl)-2-azaspiro[3.3]heptan-6-ol ClC1=CC(=C(C=N1)C1=NC=C(C=C1F)CN1CC2(C1)CC(C2)O)F